ClC=1C=C(C=NC1N1N=CC=N1)NC(=O)C=1C=NN(C1C1CC1)C=1C=2C3=C(C(NC3=CC1)=O)C=CC2 N-(5-chloro-6-(2H-1,2,3-triazol-2-yl)-pyridine-3-yl)-5-cyclopropyl-1-(2-oxo-1,2-dihydrobenzo[cd]indol-6-yl)-1H-pyrazole-4-carboxamide